trans-4-((3-fluoroazetidin-1-yl)methyl)-N-(6-(thiazol-5-yl)isoquinolin-3-yl)cyclohexane-1-carboxamide FC1CN(C1)C[C@@H]1CC[C@H](CC1)C(=O)NC=1N=CC2=CC=C(C=C2C1)C1=CN=CS1